FC(C(=O)O)(F)F.C(C)C=1C(=NC2=CC3=C(C=C2C1)OCC[C@@H]1N(C3=O)CCNC1)OC (S)-10-ethyl-11-methoxy-2,3,4,4a,5,6-hexahydro-1H,14H-pyrazino[1',2':5,6][1,5]oxazocino[2,3-g]quinolin-14-one 2,2,2-trifluoroacetate